1-isobutyl-3-(4,4,5,5-tetramethyl-1,3,2-dioxaborolan-2-yl)-1H-pyrazole C(C(C)C)N1N=C(C=C1)B1OC(C(O1)(C)C)(C)C